N[C@@H](CC(=O)O)C1CCCCC1 (S)-3-amino-3-cyclohexylpropionic acid